CC1=CC=C(C=C1)S(=O)(=O)OCCOCCOCCOCCOC1=CC=C(C=C1)C=1C(=NC(=CC1)OCC1=CC=CC=C1)OCC1=CC=CC=C1 2-(2-(2-(2-(4-(2,6-bis(benzyloxy)pyridin-3-yl)phenoxy)ethoxy)ethoxy)ethoxy)ethyl 4-methylbenzenesulfonate